[Si](C1=CC=CC=C1)(C1=CC=CC=C1)(C(C)(C)C)OCCN1CCN(CC1)CC=1C=CC(=NC1)N 5-((4-(2-((tert-butyldiphenylsilyl)oxy)ethyl)piperazin-1-yl)methyl)pyridin-2-amine